C(C1=CC=CC=C1)OC1=CC(=NC(=C1)OC(C)(C)C)N1C(CN(CC1)S(=O)(=O)CC)C(F)(F)F 1-(4-benzyloxy-6-tert-butoxy-2-pyridyl)-4-ethylsulfonyl-2-(trifluoromethyl)piperazine